2-(4-fluorophenyl)-3-methyl-N-phenyl-3H-imidazo[4,5-b]pyridin-5-amine FC1=CC=C(C=C1)C1=NC=2C(=NC(=CC2)NC2=CC=CC=C2)N1C